NCC1CN(C1)C1=CC(=C(C(=C1)F)N1C(N(C=2N=CC(=CC2C=2C=CC(=CC12)C#N)F)CC)=O)F 10-{4-[3-(aminomethyl)azetidin-1-yl]-2,6-difluorophenyl}-8-ethyl-4-fluoro-9-oxo-6,8,10-triazatricyclo[9.4.0.02,7]pentadeca-1(11),2(7),3,5,12,14-hexaene-13-carbonitrile